(S)-3-(1-aminoethyl)-6-chloro-7-methoxyquinolin-2(1H)-one N[C@@H](C)C=1C(NC2=CC(=C(C=C2C1)Cl)OC)=O